F[Sb-](F)(F)(F)(F)F.C1(=CC=CC=C1)[S+](C1=CC=C(C=C1)SC1=CC=CC=C1)C1=CC=CC=C1 diphenyl-(4-(phenyl-thio)phenyl)sulfonium hexafluoroantimonate